(3R,4S,5R,6R)-6-(acetoxymethyl)-2-(3-((5-(4-fluorophenyl) thiophen-2-yl) methyl)-4-methylphenyl)-2-hydroxytetrahydro-2H-pyran-3,4,5-trisyl triacetate C(C)(=O)O[C@H]1C(O[C@@H]([C@H]([C@@H]1OC(C)=O)OC(C)=O)COC(C)=O)(O)C1=CC(=C(C=C1)C)CC=1SC(=CC1)C1=CC=C(C=C1)F